C1(=CC(=CC=C1)[C@H]1[C@H](CN(CC1)C(=O)C1CC2(C1)NC(CC2)=O)C)C2=CC=CC=C2 |r| (rac)-(2r,4s)-2-((3r,4r)-4-([1,1'-biphenyl]-3-yl)-3-methylpiperidine-1-carbonyl)-5-azaspiro[3.4]octan-6-one